N-(5-{3-cyanobicyclo[1.1.1]pentane-1-carbonyl}-4H,5H,6H-pyrrolo[3,4-d][1,3]thiazol-2-yl)-4-(2-methoxyphenyl)-6-methylpyridine-3-carboxamide C(#N)C12CC(C1)(C2)C(=O)N2CC=1N=C(SC1C2)NC(=O)C=2C=NC(=CC2C2=C(C=CC=C2)OC)C